1,1,1,3,3-pentafluoro-2-propanol FC(C(C(F)F)O)(F)F